S(=O)(=O)([O-])[O-].C(CCCCC)=N.[Ni+2] nickel hexaanimine sulfate